ClC1=CC(=C(CN2C=CC=3C2=NC(=CC3)N3CCN(CC3)CC3=NC2=C(N3C[C@H]3OCC3)C=C(C=C2)C(=O)OC(C)(C)C)C=C1)F tert-butyl (S)-2-((4-(1-(4-chloro-2-fluorobenzyl)-1h-pyrrolo[2,3-b]pyridin-6-yl)piperazin-1-yl)methyl)-1-(oxetan-2-ylmethyl)-1h-benzo[d]imidazole-6-carboxylate